[Na].CN1C(C(C(C=C1)=O)NC(NCCC(=O)O)=O)=O 3-(3-(1-methyl-4-oxo-2-oxo-1,2-dihydropyridin-3-yl)ureido)propanoic acid sodium